COCCOC=1C=C(N)C=CC1OCCOC 3,4-bis(2-methoxyethoxy)aniline